2,2,5,7-tetrafluoro-6-(perfluorophenyl)-2H-benzo[b][1,4]oxazin-3(4H)-one FC1(C(NC2=C(O1)C=C(C(=C2F)C2=C(C(=C(C(=C2F)F)F)F)F)F)=O)F